3-amino-4-(4-chlorophenyl)-butyric acid NC(CC(=O)O)CC1=CC=C(C=C1)Cl